O=C(CC(C#N)C1=CC=CC=C1)C1=CC=C(C=C1)C 4-oxo-2-phenyl-4-(p-tolyl)butyronitrile